C(C1=CC=CC=C1)OCC12C(COC2C1)N(C)C racemic-5-((benzyloxy)methyl)-N,N-dimethyl-2-oxabicyclo[3.1.0]hexan-4-amine